4-(2-chlorobenzyl)-1-(thiomorpholinylmethyl)imidazo[1,2-a]quinazolin-5(4H)-one ClC1=C(CN2C=3N(C4=CC=CC=C4C2=O)C(=CN3)CN3CCSCC3)C=CC=C1